(±)-(4Z)-2-[(2-amino-1-phenyl-ethyl)amino]-4-(1,3-benzothiazol-6-ylmethylene)-1H-imidazol-5-one dihydrochloride Cl.Cl.NC[C@@H](C1=CC=CC=C1)NC=1NC(/C(/N1)=C/C1=CC2=C(N=CS2)C=C1)=O |r|